3-(7-cyanobenzo[c][1,2,5]thiadiazol-4-yl)-N-(((S)-4-methylmorpholin-2-yl)methyl)-5-(trifluoromethyl)-3-azabicyclo[3.1.0]hexane-1-carboxamide C(#N)C1=CC=C(C=2C1=NSN2)N2CC1(CC1(C2)C(F)(F)F)C(=O)NC[C@H]2CN(CCO2)C